5-((4-(benzylamino)-5-methylpyrimidin-2-yl)amino)benzo[c][1,2]oxaborol-1(3H)-ol trifluoroacetic acid salt FC(C(=O)O)(F)F.C(C1=CC=CC=C1)NC1=NC(=NC=C1C)NC1=CC2=C(B(OC2)O)C=C1